[Sn].C(CCC)=C1C(NC(N1)=O)=O butylidenehydantoin tin